C(#C)C=1C(=C(C=CC1)NC1=NC=NC2=CC=C(C=C12)[C@@H]1CNCC1)F N-(3-ethynyl-2-fluoro-phenyl)-6-[(3R)-pyrrolidin-3-yl]quinazolin-4-amine